COC1=CC=C(CN2N=CC(=C2)C(CN2N=C(C=C2C(=O)[O-])C(=O)[O-])=O)C=C1 1-(2-(1-(4-methoxybenzyl)-1H-pyrazol-4-yl)-2-oxoethyl)-1H-pyrazole-3,5-dicarboxylate